NCC(=O)N1CC(CCC1)C1=C(N(C=C1)S(N)(=O)=O)C(=O)O 3-[1-(2-aminoacetyl)-3-piperidinyl]-1-sulfamoyl-pyrrole-2-carboxylic acid